5-[4-amino-5-(trifluoromethyl)pyrrolo[2,1-f][1,2,4]triazin-7-yl]-N-[(3R,4S)-4-fluoro-1-(3,3,3-trifluoro-2-methylpropanoyl)pyrrolidin-3-yl]-2,6-dimethylpyridine-3-carboxamide NC1=NC=NN2C1=C(C=C2C=2C=C(C(=NC2C)C)C(=O)N[C@@H]2CN(C[C@@H]2F)C(C(C(F)(F)F)C)=O)C(F)(F)F